potassium dihydroxyphenylacrylate OC(=C(C(=O)[O-])C1=CC=CC=C1)O.[K+]